tert-butyl-(1-(3-bromo-2-fluorophenoxy) propyl) carbamate C(N)(OC(CCC(C)(C)C)OC1=C(C(=CC=C1)Br)F)=O